(S)-3-((S)-sec-butyl)-4-(4-methyl-6-oxo-1,6-dihydropyrimidin-2-yl)-1,3,4,5-tetrahydro-2H-benzo[e][1,4]diazepin-2-one [C@H](C)(CC)[C@@H]1N(CC2=C(NC1=O)C=CC=C2)C=2NC(C=C(N2)C)=O